C1(CCC1)C1=CC=C(C=C1)N1C(N(CC1)C=1C=C2CN(C(C2=CC1)=O)C1C(NC(CC1)=O)=O)=O 3-(5-(3-(4-cyclobutylphenyl)-2-oxoimidazolidin-1-yl)-1-oxoisoindolin-2-yl)piperidine-2,6-dione